NC1=NC(=NN2C1=NC=C2CC=2C=C(C(=NC2)N2CCN(CC2)C(CN(C)C)=O)C)OC(CC)CC 1-(4-(5-((4-amino-2-(pentan-3-yloxy)imidazo[2,1-f][1,2,4]triazin-7-yl)methyl)-3-methylpyridin-2-yl)piperazin-1-yl)-2-(dimethylamino)ethan-1-one